ClC=1C=CC(=C(C1)B(O)O)O (5-chloro-2-hydroxy-phenyl)boronic acid